CC1=C(C=C(C(=O)NC2=CC(=CC=C2)C(F)(F)F)C=C1)[C@H]1CN(CC1)C=1C=NC(=NC1)NC (S)-4-methyl-3-(1-(2-(methylamino)pyrimidin-5-yl)pyrrolidin-3-yl)-N-(3-(trifluoromethyl)phenyl)benzamide